ClC1=CC(=C(C(=C1)F)[Mg]Br)F (4-chloro-2,6-difluorophenyl)magnesium bromide